2'-aminodeoxyadenosine N[C@H]1[C@@H](O[C@@H]([C@H]1O)CO)N1C=NC=2C(N)=NC=NC12